((3R,4S)-1-(6-(4-chlorophenyl)-2-(pyridin-3-yl)pyrimidin-4-yl)-4-hydroxypyrrolidin-3-yl)acetamide ClC1=CC=C(C=C1)C1=CC(=NC(=N1)C=1C=NC=CC1)N1C[C@H]([C@@H](C1)O)CC(=O)N